[Cl-].O1CCOCCNCCOCCOCCNCC1.[Eu+2].[Cl-] Europium(II) 1,4,10,13-tetraoxa-7,16-diazacyclooctadecane chloride